(S)-1-phenylethyl (3-(N-(tert-butyl)sulfamoyl)-4-(2-((1r,4S)-4-((isopropoxycarbonyl)amino)cyclohexyl)thiazol-5-yl)phenyl)carbamate C(C)(C)(C)NS(=O)(=O)C=1C=C(C=CC1C1=CN=C(S1)C1CCC(CC1)NC(=O)OC(C)C)NC(O[C@@H](C)C1=CC=CC=C1)=O